NC(C(=O)C1=CC2=C(OCCO2)C=C1)C1=CC(=NC=C1)C 2-Amino-1-(2,3-dihydrobenzo[b][1,4]dioxin-6-yl)-2-(2-methylpyridin-4-yl)ethan-1-one